C(C)(C)(C)OC(=O)N1[C@@H](CN([C@H](C1)C)C=1C2=C(N=CN1)N(C=C2C2CC2)C2=CC(=CC=C2)Cl)C (2R,5S)-4-(7-(3-chlorophenyl)-5-cyclopropyl-7H-pyrrolo[2,3-d]pyrimidin-4-yl)-2,5-dimethylpiperazine-1-carboxylic acid tert-butyl ester